hexaphenylthiole C1(=CC=CC=C1)C=1C(=C(S(C1)(C1=CC=CC=C1)(C1=CC=CC=C1)C1=CC=CC=C1)C1=CC=CC=C1)C1=CC=CC=C1